1,3-dibutylimidazolium methyl-sulfate Methyl-4-(2-cyclopropylethoxy)-11-oxo-7-phenyl-2,6,7,11-tetrahydro-1H-furo[2,3-h]pyrido[2,1-a]phthalazine-10-carboxylate COC(=O)C=1C(C=C2N(N(CC=3C=C(C4=C(C23)CCO4)OCCC4CC4)C4=CC=CC=C4)C1)=O.COS(=O)(=O)[O-].C(CCC)N1C=[N+](C=C1)CCCC